Ethyl 3-{2-chloro-4-fluoro-5-[3-methyl-2,6-dioxo-4-(trifluoromethyl)-3,6-dihydropyrimidin-1(2H)-yl]phenyl}-5-methyl-4,5-dihydro-1,2-oxazole-5-carboxylate ClC1=C(C=C(C(=C1)F)N1C(N(C(=CC1=O)C(F)(F)F)C)=O)C1=NOC(C1)(C(=O)OCC)C